5-(((3S,4S)-1-((7-ethyl-6-oxo-5,6-dihydro-1,5-naphthyridin-3-yl)methyl)-4-fluoropyrrolidin-3-yl)oxy)-N-methylpicolinamide C(C)C=1C(NC=2C=C(C=NC2C1)CN1C[C@@H]([C@H](C1)F)OC=1C=CC(=NC1)C(=O)NC)=O